C(#N)C=1C=C2C(=NC1)N(N=C2)C2=NC=C(C(=O)NC[C@H](C(O)(C1CC1)C1CC1)F)C(=C2)NC(C)C (R)-6-(5-cyano-1H-pyrazolo[3,4-b]pyridin-1-yl)-N-(3,3-dicyclopropyl-2-fluoro-3-hydroxypropyl)-4-(isopropylamino)nicotinamide